O[C@@H](CNC(CC[C@H](NC(CCOCCOCCOCCOCCNC(OCC1=CC=CC=C1)=O)=O)C(NC[C@@H]([C@H]([C@@H]([C@@H](CO)O)O)O)O)=O)=O)[C@H]([C@@H]([C@@H](CO)O)O)O benzyl ((17S,23S,24R,25R,26R)-23,24,25,26,27-pentahydroxy-15,20-dioxo-17-(((2S,3R,4R,5R)-2,3,4,5,6-pentahydroxyhexyl)carbamoyl)-3,6,9,12-tetraoxa-16,21-diazaheptacosyl)carbamate